5,5-dimethyl-1,4,5,6-tetrahydropyrimidine CC1(CN=CNC1)C